7-(8-ethynyl-7-fluoronaphthalen-1-yl)-8-fluoro-2-(((R,Z)-4-(fluoromethylene)-1-methylpyrrolidin-2-yl)methoxy)-N-methyl-N-((2R,3R)-2-methylpyrrolidin-3-yl)pyrido[4,3-d]pyrimidin-4-amine C(#C)C=1C(=CC=C2C=CC=C(C12)C1=C(C=2N=C(N=C(C2C=N1)N([C@H]1[C@H](NCC1)C)C)OC[C@@H]1N(C\C(\C1)=C/F)C)F)F